5-((4-(1-aminocyclopropyl)-3-((methylsulfonyl)methyl)phenyl)amino)-7-(cyclopropylamino)pyrazolo[1,5-a]pyrimidine-3-carbonitrile monotrifluoroacetic acid salt FC(C(=O)O)(F)F.NC1(CC1)C1=C(C=C(C=C1)NC1=NC=2N(C(=C1)NC1CC1)N=CC2C#N)CS(=O)(=O)C